FC(C=1OC(=NN1)C=1C=NC(=CC1)C(C)OC1=CC=C(C=C1)F)F 2-(difluoromethyl)-5-(6-(1-(4-fluorophenoxy)ethyl)pyridin-3-yl)-1,3,4-oxadiazole